1,1-bis(3-methyl-4-hydroxyphenyl)pentadecane CC=1C=C(C=CC1O)C(CCCCCCCCCCCCCC)C1=CC(=C(C=C1)O)C